COC1=CC(=CC2=C1N(C(=N2)C=2N(C1=CC=CC=C1C2)CC(F)(F)F)CC=2C=NN(C2)C)C(=O)N2C1CCC(C2)[C@H]1N (7R)-2-{7-methoxy-1-[(1-methyl-1H-pyrazol-4-yl)methyl]-2-[1-(2,2,2-trifluoroethyl)-1H-indol-2-yl]-1H-1,3-benzodiazole-5-carbonyl}-2-azabicyclo[2.2.1]heptan-7-amine